tert-butyl 3-[3-(2-hydroxyphenyl)pyrrolo[3,2-c]pyridazin-5-yl]azetidine-1-carboxylate OC1=C(C=CC=C1)C1=CC2=C(N=N1)C=CN2C2CN(C2)C(=O)OC(C)(C)C